4,5-dimethyl-2-oxopiperazin CN1CC(NCC1C)=O